C1(CC1)C1=CC(=C(C=C1)NC1=CC(=NC=C1C(=O)NOCC)NC1=NC(=CC=C1)F)N(S(=O)(=O)C)C 4-((4-cyclopropyl-2-(N-methylmethylsulfonamido)phenyl)amino)-N-ethoxy-6-((6-fluoropyridine-2-yl)amino)nicotinamide